2-hydroxy-5-(4-methoxybenzyl)-N-(4-(trifluoromethyl)phenyl)benzamide OC1=C(C(=O)NC2=CC=C(C=C2)C(F)(F)F)C=C(C=C1)CC1=CC=C(C=C1)OC